3-(3-methoxy-4-((6-methoxypyridin-3-yl)methoxy)benzyl)-6-(pyrrolidin-3-ylethynyl)-3H-imidazo[4,5-b]pyridine COC=1C=C(CN2C=NC=3C2=NC=C(C3)C#CC3CNCC3)C=CC1OCC=1C=NC(=CC1)OC